4-mercapto-1,2,3-triazole sodium salt [Na].SC=1N=NNC1